C=12C(=CC=C3C=CC=CC13)C2N methanonaphthalen-9-amine